ethyl 2-[4-({[(4-methoxyphenyl)methyl]amino} carbonylamino)phenyl]acetate COC1=CC=C(C=C1)CNC(=O)NC1=CC=C(C=C1)CC(=O)OCC